6-((E)-2-(naphthalen-1-yl)vinyl)pyrimidine-5-carboxamide C1(=CC=CC2=CC=CC=C12)/C=C/C1=C(C=NC=N1)C(=O)N